(4-bromophenyl)-5-methoxy-1,3-dihydrospiro[indene-2,3'-pyrrolidine]-2'-one BrC1=CC=C(C=C1)N1C(C2(CC1)CC1=CC=C(C=C1C2)OC)=O